ClC=1N(C2=CC=C(C=C2C1C=O)C)CCOCC 2-chloro-1-(2-ethoxyethyl)-5-methyl-1H-indole-3-carboxaldehyde